BrC1=CC=C2C(=N1)C=C(N2)C=O 5-bromo-1H-pyrrolo[3,2-b]pyridine-2-carbaldehyde